2-(4-(3-amino-1H-pyrazolo[3,4-b]pyridin-5-yl)benzylamino)-N-(2-cyano-4-fluorophenyl)-5-(trifluoromethyl)nicotinamide NC1=NNC2=NC=C(C=C21)C2=CC=C(CNC1=C(C(=O)NC3=C(C=C(C=C3)F)C#N)C=C(C=N1)C(F)(F)F)C=C2